COC1(CN(C1)C1=CC(=NC=C1)N1N=CC(=C1)S(=O)(=O)NC=1C=CC=C2C=NN(C12)C)C 1-(4-(3-METHOXY-3-METHYLAZETIDIN-1-YL)PYRIDIN-2-YL)-N-(1-METHYL-1H-INDAZOL-7-YL)-1H-PYRAZOLE-4-SULFONAMIDE